COC=1SC=CC1C=1N=NN(C1)C1C(NC(CC1)=O)=O 3-[4-(2-methoxythiophen-3-yl)-1H-1,2,3-triazol-1-yl]piperidine-2,6-dione